decanedioic acid dimethyl ester COC(CCCCCCCCC(=O)OC)=O